4-methyl-6-(1-((1-methyl-1H-imidazol-2-yl)methoxy)ethyl)-N-((R)-1-(2-(1-methyl-1H-pyrazol-4-yl)quinolin-4-yl)ethyl)nicotinamide CC1=CC(=NC=C1C(=O)N[C@H](C)C1=CC(=NC2=CC=CC=C12)C=1C=NN(C1)C)C(C)OCC=1N(C=CN1)C